ClC=1C=CC(=C(C1)[C@H]1C[C@H](C1)NC(=O)C=1C=NN(C1)[C@H](C)C=1C=NC(=C(C1)F)N1C([C@@H]2C[C@@H]2C1)=O)C#N |o1:19| N-((cis)-3-(5-chloro-2-cyanophenyl)cyclobutyl)-1-((R or S)-1-(5-fluoro-6-((1R,5S)-2-oxo-3-azabicyclo[3.1.0]hexan-3-yl)pyridin-3-yl)ethyl)-1H-pyrazole-4-carboxamide